N-tert-butyl-5-[(1S,5R)-3-(2-chloro-4-fluoro-benzoyl)-3,8-diazabicyclo[3.2.1]octan-8-yl]-3-cyclopropyl-N-methyl-imidazo[1,5-a]pyridine-7-sulfonamide C(C)(C)(C)N(S(=O)(=O)C1=CC=2N(C(=C1)N1[C@@H]3CN(C[C@H]1CC3)C(C3=C(C=C(C=C3)F)Cl)=O)C(=NC2)C2CC2)C